N-{5-(3,4-Dichlorophenoxy)pyridin-3-yl}acrylamide tert-Butyl-(2S,4R)-2-(3-ethoxy-2-(4-fluoro-6-iodo-2H-indazol-2-yl)-3-oxopropanoyl)-4-fluoropyrrolidine-1-carboxylate C(C)(C)(C)OC(=O)N1[C@@H](C[C@H](C1)F)C(C(C(=O)OCC)N1N=C2C=C(C=C(C2=C1)F)I)=O.ClC=1C=C(OC=2C=C(C=NC2)NC(C=C)=O)C=CC1Cl